CN1N=C(C2=CC=C(C=C12)C1=NOC(=N1)C1CCN(CC1)C(C(CO)N1C(C2=CC=CC=C2C1)=O)=O)C 2-[2-[4-[3-(1,3-dimethylindazol-6-yl)-1,2,4-oxadiazol-5-yl]-1-piperidinyl]-1-(hydroxymethyl)-2-oxo-ethyl]isoindolin-1-one